O1C(CCCCCC1=O)=O 2,8-Oxocanedione